5-(2-(4,7,10-tris(2-(t-butoxy)-2-oxoethyl)-1,4,7,10-tetraazacyclododecane-1-yl)acetamido)isophthalic acid C(C)(C)(C)OC(CN1CCN(CCN(CCN(CC1)CC(OC(C)(C)C)=O)CC(OC(C)(C)C)=O)CC(=O)NC=1C=C(C=C(C(=O)O)C1)C(=O)O)=O